C(C#C)N1C(N(C(C1)=O)CC#C)=O 1,3-di-2-propynyl-2,4-imidazolidinedione